C(#N)C1=CC(=C(COC2=CC=CC(=N2)C2=CC(=C(CC3=NC4=C(N3CCC3(CC3)CF)C=C(C=C4)C(=O)OC)C=C2)F)C=C1)F methyl 2-(4-(6-((4-cyano-2-fluorobenzyl) oxy) pyridin-2-yl)-2-fluorobenzyl)-1-(2-(1-(fluoromethyl) cyclopropyl) ethyl)-1H-benzo[d]imidazole-6-carboxylate